N(C)CC(=O)O.N1(CCNCC1)CCN 2-(1-piperazinyl)ethylamine sarcosinate